ClC=1C=C(C=C(C1CC1=C(C(=C(C=C1)O)C(C)C)F)Cl)CC(=O)N(C)OC 2-(3,5-dichloro-4-(2-fluoro-4-hydroxy-3-isopropylbenzyl)phenyl)-N-methoxy-N-methylacetamide